Phenyl 3-(4-(1-(2-chloro-1H-imidazol-1-yl)ethyl)phenyl)-5-isobutylthiophene-2-sulfonylcarbamate ClC=1N(C=CN1)C(C)C1=CC=C(C=C1)C1=C(SC(=C1)CC(C)C)S(=O)(=O)NC(OC1=CC=CC=C1)=O